FC(C(=O)O)(F)F.CC1(C2C(N(C(C12)=O)CC1=CC2=NC=CC(=C2S1)C1=CC(=NN1CC1CNCCO1)C(F)(F)F)=O)C 6,6-dimethyl-3-((7-(1-(morpholin-2-ylmethyl)-3-(trifluoromethyl)-1H-pyrazol-5-yl)thieno[3,2-b]pyridin-2-yl)methyl)-3-azabicyclo[3.1.0]hexane-2,4-dione 2,2,2-trifluoroacetate